F[C@@H]1COCC[C@@H]1N |r| racemic-cis-3-fluorotetrahydro-2H-pyran-4-amine